N(C1=CC=CC=C1)C1=NC=C(C(=N1)NCC1=C(C=CC=C1C)N(S(=O)(=O)C)C)C(F)(F)F N-[2-({[2-anilino-5-(trifluoromethyl)pyrimidin-4-yl]amino}methyl)-3-methylphenyl]-N-methylmethanesulfonamide